C(C)[C@@H]1N(C[C@H](N(C1)C(C)C=1C=NC(=CC1)F)CC)C=1C=2C(N(C(C1)=O)C)=CN(N2)CC#N 2-(7-((2S,5R)-2,5-diethyl-4-(1-(6-fluoropyridin-3-yl)ethyl)piperazin-1-yl)-4-methyl-5-oxo-4,5-dihydro-2H-pyrazolo[4,3-b]pyridin-2-yl)acetonitrile